COC(C1=CC(=CC(=C1)F)C=1C(=NSC1)CC)=O.CC(C1=CC=CC=C1)(C)C=1C(=C(C=C(C1)C(C1=CC=CC=C1)(C)C)N1N=C2C(=N1)C=CC=C2)O 2-(3',5'-bis-(α,α-dimethylbenzyl)-2'-hydroxyphenyl)benzotriazole methyl-3-(3-ethylisothiazol-4-yl)-5-fluorobenzoate